3-(2-benzothiazolyl)-7-(diethylamino)-2H-1-benzopyran-2-one S1C(=NC2=C1C=CC=C2)C=2C(OC1=C(C2)C=CC(=C1)N(CC)CC)=O